(4-ethylphenyl) (2-phenoxyphenyl) sulfide O(C1=CC=CC=C1)C1=C(C=CC=C1)SC1=CC=C(C=C1)CC